BrC1=COC=2C1=NC(=C(C2I)F)Cl 3-bromo-5-chloro-6-fluoro-7-iodofuro[3,2-b]pyridine